tert-butyl (5-(4-aminophenyl)thiazolo[5,4-b]pyridin-2-yl)carbamate NC1=CC=C(C=C1)C1=CC=C2C(=N1)SC(=N2)NC(OC(C)(C)C)=O